acryl-carboxylic acid C(=O)(C=C)C(=O)O